ClC=1C=C(C=CC1F)N(S(=O)(=O)CCN1CCN(CC1)C1CN(C1)C(=O)OC(C)(C)C)CC1=C(C=C(C=C1)C(=O)OC)F tert-butyl 3-(4-(2-(N-(3-chloro-4-fluorophenyl)-N-(2-fluoro-4-(methoxycarbonyl)benzyl)sulfamoyl)ethyl)piperazin-1-yl)azetidine-1-carboxylate